(4,4-Difluoropiperidin-1-yl)methanone FC1(CCN(CC1)C=O)F